CC1=CC=C(C=2C3=CC=CC(=C3NC12)C)C 1,4,8-trimethyl-carbazole